1-methyl-4-quinolinone CN1C=CC(C2=CC=CC=C12)=O